1-[(2R)-2-[4-(2-chloro-4-fluoro-phenyl)-2-oxo-chromen-7-yl]oxypropionyl]piperidine-4-carboxylic acid ClC1=C(C=CC(=C1)F)C1=CC(OC2=CC(=CC=C12)O[C@@H](C(=O)N1CCC(CC1)C(=O)O)C)=O